1-(2-Isoxazol-3-ylphenyl)ethanone O1N=C(C=C1)C1=C(C=CC=C1)C(C)=O